CNC=1C2=C(N=CN1)N(C=C2)[C@H]2[C@@H]([C@@H]([C@H](C2)CNCCCNCCC2=CC(=CC=C2)CCC2=CC=CC=C2)O)O (1R,2S,3R,5R)-3-(4-(methylamino)-7H-pyrrolo[2,3-d]pyrimidin-7-yl)-5-(((3-((3-phenethylphenethyl)amino)propyl)amino)methyl)cyclopentane-1,2-diol